C(C)OC(CC1=C2N(C=N1)C[C@@H](C2)F)=O 2-((R)-6-fluoro-6,7-dihydro-5H-Pyrrolo[1,2-c]Imidazol-1-yl)acetic acid ethyl ester